CN(C)CC1=C(C=CC(=N1)NC=1C=CC(=C2CNC(C12)=O)C1=CN=C2N1C=CC(=C2F)C)[C@@H]2COCC2 (R)-7-((6-((dimethylamino)-methyl)-5-(tetrahydrofuran-3-yl)pyridin-2-yl)amino)-4-(8-fluoro-7-methylimidazo[1,2-a]pyridin-3-yl)isoindolin-1-one